ClC=1C=C(C=CC1F)NC(=O)C=1C=2CC[C@@H](C2C(=CC1)F)NS(=O)(=O)C1=NC=CC=C1 (S)-N-(3-chloro-4-fluorophenyl)-7-fluoro-1-(pyridine-2-sulfonamido)-2,3-dihydro-1H-indene-4-carboxamide